(7S)-7-Methyl-3-({methyl[(3S)-oxolan-3-yl]carbamoyl}methyl)-2-[2-(2-oxo-1,2-dihydropyridin-1-yl)ethyl]-3H,6H,7H,8H,9H-imidazo[4,5-f]chinolin C[C@@H]1NC2=CC=C3C(=C2CC1)N=C(N3CC(N([C@@H]3COCC3)C)=O)CCN3C(C=CC=C3)=O